C(C1(C)C(C)(C)C(C(=O)O)CC1)(=O)O (±)-camphoric acid